C(\C=C\C(=O)O)(=O)O.CN([C@@H]1C(N(C(C1)=O)[C@@H](C(=O)NCC1=C(C=CC=C1)F)C)=O)C (2R,S)-2-(3-(dimethylamino)-2,5-dioxopyrrolidin-1-yl)-N-(2-fluorobenzyl)propionamide fumarate